ClC1=NSC=C1Cl 3,4-dichloro-1,2-thiazol